(E)-3-(dimethylamino)-1-(6-methylimidazo[1,2-a]pyridin-3-yl)prop-2-en-1-one CN(/C=C/C(=O)C1=CN=C2N1C=C(C=C2)C)C